FC=1C=C2C(=NC1)NC=C2C2=NC(=C1N=CN(C1=N2)C)NC2C(C1CCC2CC1)C(=O)O (+/-)-trans-3-((2-(5-fluoro-1H-pyrrolo[2,3-b]pyridin-3-yl)-9-methyl-9H-purin-6-yl)amino)bicyclo[2.2.2]octane-2-carboxylic acid